(S)-2-((4-(6-((3-Fluoroquinolin-8-yl)methoxy)pyridin-2-yl)piperidin-1-yl)methyl)-1-(oxetan-2-ylmethyl)-1H-benzo[d]imidazole-6-carboxylic acid FC=1C=NC2=C(C=CC=C2C1)COC1=CC=CC(=N1)C1CCN(CC1)CC1=NC2=C(N1C[C@H]1OCC1)C=C(C=C2)C(=O)O